4-(2-bromophenyl)thiazole BrC1=C(C=CC=C1)C=1N=CSC1